O[C@@H]1[C@H](O)C[C@H](O)[C@H](O1)C α-D-paratose